6-chloro-3-[(1R)-1-[3,6-dimethyl-4-oxo-2-(1-tetrahydropyran-2-ylpyrazol-4-yl)chromen-8-yl]ethoxy]pyridine-2-sulfonamide ClC1=CC=C(C(=N1)S(=O)(=O)N)O[C@H](C)C=1C=C(C=C2C(C(=C(OC12)C=1C=NN(C1)C1OCCCC1)C)=O)C